1-benzyl-2,5-dihydropyrazol-1-oxide C(C1=CC=CC=C1)[N+]1(NC=CC1)[O-]